benzyl ((R)-((R)-1-((2S,3S,5R)-5-(5-fluoro-2,4-dioxo-3,4-dihydropyrimidin-1(2H)-yl)-3-hydroxytetrahydrofuran-2-yl)-2-hydroxyethoxy)(phenoxy)phosphoryl)-L-alaninate FC=1C(NC(N(C1)[C@H]1C[C@@H]([C@H](O1)[C@@H](CO)O[P@@](=O)(OC1=CC=CC=C1)N[C@@H](C)C(=O)OCC1=CC=CC=C1)O)=O)=O